C(C)OC(=O)[C@H]1C2CCC([C@@H]1NC1=NC(=NN3C1=CC(=C3)COC)C3=CN(C1=NC=C(C=C13)F)S(=O)(=O)C1=CC=C(C)C=C1)CC2 (1R,2S,3S,4R)-3-((2-(5-fluoro-1-tosyl-1H-pyrrolo[2,3-b]pyridin-3-yl)-6-(methoxymethyl)pyrrolo[2,1-f][1,2,4]triazin-4-yl)amino)bicyclo[2.2.2]octane-2-carboxylic acid ethyl ester